CC1(C[C@@H](CNC1)NC1=NC=C(C(=N1)C1=CNC2=CC(=CC=C12)S(=O)(=O)C)C(F)(F)F)C N-((3S)-5,5-dimethyl-3-piperidyl)-4-(6-methylsulfonyl-1H-indol-3-yl)-5-(trifluoromethyl)pyrimidin-2-amine